C(C)OC(CC1=CC=C(C=C1)NC=1C2=C(N=C(N1)Cl)CCS2)=O 2-(4-((2-Chloro-6,7-dihydrothieno[3,2-d]pyrimidin-4-yl)amino)phenyl)acetic acid ethyl ester